FC1=C(C(=CC(=C1)S(=O)(=O)N1CCC(CC1)F)F)C1=NC2=CC(=CC=C2C(=C1)C)C(=O)N1CC2(C1)CN(C2)C {2-[2,6-Difluoro-4-(4-fluoropiperidine-1-sulfonyl)phenyl]-4-methylquinolin-7-yl}(6-methyl-2,6-diazaspiro[3.3]hept-2-yl)methanone